C(C)(C)(C)OC(N(CCN(C)C)C1=C(C=C(C=C1)N)N(C(C)=O)C(=O)OC(C)(C)C)=O (4-Amino-2-(N-(t-Butoxycarbonyl)acetamido)phenyl)(2-(dimethylamino)ethyl)carbamic acid tert-butyl ester